(R)-4-(2-((6-Chloro-2-methylpyridin-3-yl)sulfonyl)-2-azaspiro[3.4]octan-6-yl)morpholine ClC1=CC=C(C(=N1)C)S(=O)(=O)N1CC2(C1)C[C@@H](CC2)N2CCOCC2